N-(2-hydroxy-2-methylpropyl)amide OC(C[NH-])(C)C